ClC1=C2C(=C(N=N1)N[C@H]1[C@@H](CCCC1)O)N(N=C2)C (1R,2R)-2-((4-chloro-1-methyl-1H-pyrazolo[3,4-d]pyridazin-7-yl)amino)cyclohexan-1-ol